Cl.COC(=O)[C@H]1N(C[C@@H](C1)N=[N+]=[N-])C([C@@H](CC1CCCCC1)N)=O (2S,4R)-1-((R)-2-amino-3-cyclohexylpropionyl)-4-azidopyrrolidine-2-carboxylic acid methyl ester hydrochloride